S(=O)(=O)(ON1C([C@@H](C1=O)NC(\C(\C=1N=C(SC1)N)=N/OC[C@H]1OC2=CC=C(C=C2CC1)C=1C=[N+](N(C1)CCCN)C)=O)(C)C)[O-] (S)-3-((Z)-2-((((S)-6-(1-(3-aminopropyl)-2-methyl-1H-pyrazol-2-ium-4-yl)chroman-2-yl)methoxy)imino)-2-(2-aminothiazol-4-yl)acetamido)-2,2-dimethyl-4-oxoazetidin-1-yl sulfate